CS(=O)(=O)C1=CC=C(C=C1)C1=NN2C(=NC=3C=CC=CC3C2=N1)N[C@H]1C(NCCNC1)=O (6R)-6-({2-[4-(methylsulfonyl)phenyl][1,2,4]triazolo[1,5-c]quinazolin-5-yl}amino)-1,4-diazepan-5-one